dibenzoyl peroxide chloride [Cl-].C(C1=CC=CC=C1)(=O)OOC(C1=CC=CC=C1)=O